N-(4-(hydroxycarbamoyl)benzyl)-2-(2-methoxyphenyl)isonicotinamide ONC(=O)C1=CC=C(CNC(C2=CC(=NC=C2)C2=C(C=CC=C2)OC)=O)C=C1